CN(C/C=C/C(=O)NC=1C=C(C(=O)NC2=C(C=C(C=C2)NC2=NC=CC(=N2)C=2C=NC=CC2)C)C=CC1)C (E)-3-(4-(dimethyl-amino)but-2-enamido)-N-(2-methyl-4-((4-(pyridin-3-yl)pyrimidin-2-yl)amino)phenyl)benzamide